C(\C=C/C(=O)O)(=O)O.N1=CN=CC=C1 pyrimidine mono-maleate